N1N=NN=C1C1=C(C=CC=C1)C1=NC(=CC(=C1)NC(CC1=CC=C(C=C1)C)=O)N1CCC(CC1)(C1=CC=CC=C1)O N-(2-(2-(1H-tetrazol-5-yl)phenyl)-6-(4-hydroxy-4-phenylpiperidin-1-yl)pyridin-4-yl)-2-(p-tolyl)acetamide